tert-butyl 4-(5-(4-(5-chloro-2-formylphenoxy)phenyl)pyridin-3-yl)piperidine-1-carboxylate ClC=1C=CC(=C(OC2=CC=C(C=C2)C=2C=C(C=NC2)C2CCN(CC2)C(=O)OC(C)(C)C)C1)C=O